5-Chloro-4-methyl-2-(methylthio)pyrimidine ClC=1C(=NC(=NC1)SC)C